(5-amino-8-(1-methyl-6-oxo-1,6-dihydropyridazin-3-yl)-2-(((3-methylpyridin-2-yl)methyl)amino)-[1,2,4]triazolo[1,5-c]pyrimidin-7-yl)benzonitrile NC1=NC(=C(C=2N1N=C(N2)NCC2=NC=CC=C2C)C2=NN(C(C=C2)=O)C)C2=C(C#N)C=CC=C2